magnesium iso-propoxide CC([O-])C.[Mg+2].CC([O-])C